CN1C=C(C2=CC(=CC=C12)N1C(NC2=C(C1=O)C1=C(S2)CCCC1)=O)CN1CCCCC1 3-(1-methyl-3-(piperidin-1-ylmethyl)-1H-indol-5-yl)-5,6,7,8-tetrahydrobenzo[4,5]thieno[2,3-d]pyrimidine-2,4(1H,3H)-dione